2-(4-(2-amino-4-(difluoromethyl)quinolin-7-yl)-1-methyl-1H-pyrazol-5-yl)-4-chloro-6-cyclopropyloxy-3-fluorobenzonitrile NC1=NC2=CC(=CC=C2C(=C1)C(F)F)C=1C=NN(C1C1=C(C#N)C(=CC(=C1F)Cl)OC1CC1)C